3-methyl-2-oxo-4-[3-(piperidin-4-yl)propyl]1,3-Benzodiazole CN1C(NC2=C1C(=CC=C2)CCCC2CCNCC2)=O